butyl-[2-(2,4,6-triisopropylphenyl)phenyl]phosphane palladium [Pd].C(CCC)PC1=C(C=CC=C1)C1=C(C=C(C=C1C(C)C)C(C)C)C(C)C